4-(2-((1-(3,8-diazabicyclo[3.2.1]octan-8-yl)propan-2-yl)oxy)-4-(3,8-diazabicyclo[3.2.1]octan-3-yl)-6-chloro-8-fluoroquinazolin-7-yl)-7-fluorobenzo[d]thiazol-2-amine C12CNCC(CC1)N2CC(C)OC2=NC1=C(C(=C(C=C1C(=N2)N2CC1CCC(C2)N1)Cl)C1=CC=C(C2=C1N=C(S2)N)F)F